NCCNC(C1=C(C=CC(=C1)C=1C(=NC=CC1)OCC)N1[C@@H](CN(CC1)C(C1=C(C=C(C=C1)F)C)=O)CC)=O N-(2-aminoethyl)-5-(2-ethoxypyridin-3-yl)-2-[(2R)-2-ethyl-4-(4-fluoro-2-methylbenzoyl)piperazin-1-yl]benzamide